N-(4-(6-(Dibenzo[b,d]furan-2-yl(9,9-dimethyl-9H-fluoren-2-yl)amino)-1,3,3-trimethyl-2,3-dihydro-1H-inden-1-yl)phenyl)-N-(9,9-dimethyl-9H-fluoren-2-yl)dibenzo[b,d]furan-2-amin C1=C(C=CC=2OC3=C(C21)C=CC=C3)N(C3=CC=C2C(CC(C2=C3)(C)C3=CC=C(C=C3)N(C3=CC2=C(OC1=C2C=CC=C1)C=C3)C3=CC=1C(C2=CC=CC=C2C1C=C3)(C)C)(C)C)C3=CC=1C(C2=CC=CC=C2C1C=C3)(C)C